C(#N)C=1C=CC2=CN(N=C2C1OC1CC(C1)N1CCOCC1)C(C1C(C1)C(=O)O)C1=C2C=CNC2=C(C=C1OC)C 2-((6-cyano-7-(3-morpholino-cyclobutoxy)-2H-indazol-2-yl)(5-methoxy-7-methyl-1H-indol-4-yl)methyl)-cyclopropane-1-carboxylic acid